2-(3-Oxa-6-azabicyclo[3.1.1]heptan-6-yl)-N-(5-cyano-2-((3-(trifluoromethyl)bicyclo[1.1.1]pentan-1-yl)carbamoyl)phenyl)-6-methoxybenzo[d]thiazole-7-carboxamide C12COCC(N1C=1SC3=C(N1)C=CC(=C3C(=O)NC3=C(C=CC(=C3)C#N)C(NC31CC(C3)(C1)C(F)(F)F)=O)OC)C2